N-(1-acetyl-1H-pyrazol-3-yl)-N-(thiophen-2-ylmethyl)-2-(p-tolyloxy)acetamide C(C)(=O)N1N=C(C=C1)N(C(COC1=CC=C(C=C1)C)=O)CC=1SC=CC1